6-Chloro-3-[1-[2-(5-fluoroisoindolin-2-yl)-4-oxo-6-(trifluoromethyl)chromen-8-yl]ethylamino]pyridine-2-carboxylic acid ClC1=CC=C(C(=N1)C(=O)O)NC(C)C=1C=C(C=C2C(C=C(OC12)N1CC2=CC=C(C=C2C1)F)=O)C(F)(F)F